BrCC1=C(C(=O)OC)C=CC=C1 methyl 2-(bromometh-yl)benzoate